OCC[C@H](CO)NC(OC(C)(C)C)=O tert-butyl N-[(1R)-3-hydroxy-1-(hydroxymethyl)propyl]carbamate